FC=1C=C(C=C(C1)F)[C@H](CC=C)N[S@](=O)C(C)(C)C (R)-N-((S)-1-(3,5-difluorophenyl)but-3-en-1-yl)-2-methylpropan-2-sulfinamide